C(C)(C)(C)OC(=O)N1C[C@H](N(CC1)C(=O)N1CCC(CC1)CN1C(C=C(C=C1)C1=CC=CC=C1)=O)C1=C(C=CC(=C1)F)F (R)-3-(2,5-difluorophenyl)-4-(4-((2-oxo-4-phenylpyridine-1(2H)-yl)methyl)piperidine-1-carbonyl)piperazine-1-carboxylic acid tert-butyl ester